Cl.BrC=1C=C2C(=CN(C2=CC1)C(CN1CCN(CC1)C)=O)/C(=C/C=1C=C(C#N)C=CC1OC)/C#N (Z)-3-(2-(5-bromo-1-(2-(4-methylpiperazin-1-yl)acetyl)-1H-indol-3-yl)-2-cyanovinyl)-4-methoxybenzonitrile hydrochloride